(3-formyl-4-isobutoxy-phenyl)-4-methyl-thiazole C(=O)C=1C=C(C=CC1OCC(C)C)C=1SC=C(N1)C